2-Phenylsulfanylethyl 2-[1-[(2,3-difluorophenyl)methyl]-5-oxopyrrolidin-2-yl]acetat FC1=C(C=CC=C1F)CN1C(CCC1=O)CC(=O)OCCSC1=CC=CC=C1